FC=1C=C(C=CC1)NC(=O)N1CCS(CC1)(=O)=O N-(3-fluorophenyl)-1,1-dioxothiomorpholine-4-carboxamide